N(C(=O)NC1=CC=C(C(=C1)C)N=C=O)C1=CC=C(C(=C1)C)N=C=O 5,5'-Ureylendi-o-tolyldiisocyanat